1-[(2S,4R)-2-[4-(7-bromo-3,4-dihydro-1H-isoquinoline-2-carbonyl)-1H-imidazol-2-yl]-4-hydroxy-pyrrolidin-1-yl]-2-(3-methoxyisoxazol-5-yl)-3-methyl-butan-1-one BrC1=CC=C2CCN(CC2=C1)C(=O)C=1N=C(NC1)[C@H]1N(C[C@@H](C1)O)C(C(C(C)C)C1=CC(=NO1)OC)=O